O=C1OCC2=CC(=CC=C12)O[C@@H]1[C@H](CCC1)NC(OC(C)(C)C)=O tert-butyl ((1S,2S)-2-((1-oxo-1,3-dihydroisobenzofuran-5-yl)oxy)cyclopentyl)carbamate